N[C@H](C(=O)NC1(CC1)C#N)CC=1OC2=C(N1)C=CC(=C2)N2CCN(CC2)C (S)-2-amino-N-(1-cyanocyclopropyl)-3-(6-(4-methylpiperazin-1-yl)benzo[d]oxazol-2-yl)propanamide